COC=1C=CC2=C(NC(=N2)OB(O)O)C1 (6-methoxy-1H-benzo[d]imidazol-2-yl)boric acid